C(C=1C(C(=O)[O-])=CC(C(=O)[O-])=CC1)(=O)[O-].[Fe+3] ferric trimellitate